2-aminopyrimidine-5-carboxamide NC1=NC=C(C=N1)C(=O)N